COC1=C(C=C(C=C1)C=1C=CC=CC1)C 3-(4-methoxy-3-methylphenyl)benzene